C(C)(C)(C)C=1SC(=CN1)C(=O)NCC=1C=CC(=NC1C)C1=CC(=NC=C1)NC=1C=NN(C1)C 2-(tert-butyl)-N-((6-methyl-2'-((1-methyl-1H-pyrazol-4-yl)amino)-[2,4'-bipyridin]-5-yl)methyl)thiazole-5-carboxamide